pyrrolo[3,4-b]pyridine hydrochloride Cl.N1C=2C(=CC=C1)C=NC2